tert-butyl N-[2-[5-[1-benzyloxy-1-(trifluoromethyl) pent-4-enyl]-1,3,4-oxadiazol-2-yl]-6-bromo-5-(trifluoromethyl)-3-pyridinyl]-N-tert-butoxycarbonyl-carbamate C(C1=CC=CC=C1)OC(CCC=C)(C(F)(F)F)C1=NN=C(O1)C1=NC(=C(C=C1N(C(OC(C)(C)C)=O)C(=O)OC(C)(C)C)C(F)(F)F)Br